C(C)C(CN1C(=C(C(C=C1)=O)OCC1=CC=C(C=C1)O)C(C)=O)CCCC N-(2-ethylhexyl)-2-acetyl-3-(4-hydroxybenzyloxy)-pyridin-4-one